2-{[(2R,7aS)-2-fluoro-hexahydropyrrolizin-7a-yl]methoxy}-7-(8-ethyl-7-fluoro-3-hydroxynaphthalen-1-yl)-8-methyl-4-(1,4-oxazepan-4-yl)pyrano[4,3-d]pyrimidin-5-one F[C@@H]1C[C@@]2(CCCN2C1)COC=1N=C(C2=C(N1)C(=C(OC2=O)C2=CC(=CC1=CC=C(C(=C21)CC)F)O)C)N2CCOCCC2